3-(5-(((1S,2R)-3,3-difluoro-2-(3-(1-(3-methylbicyclo-[1.1.1]pentane-1-carbonyl)-piperidin-4-yl)azetidin-1-yl)cyclohexyl)oxy)-1-oxo-isoindolin-2-yl)piperidine-2,6-dione FC1([C@@H]([C@H](CCC1)OC=1C=C2CN(C(C2=CC1)=O)C1C(NC(CC1)=O)=O)N1CC(C1)C1CCN(CC1)C(=O)C12CC(C1)(C2)C)F